[As].[Sb].O water antimony arsenic